NC1=NN2C(C=C(C=C2)C=2C=NC(=C(C(=O)NCC3=C(C=CC=C3)O[C@@H]3[C@@H]4CC[C@H](C3)C4)C2)OC)=N1 5-(2-amino-[1,2,4]triazolo[1,5-a]pyridin-7-yl)-N-(2-((1R,2S,4S)-bicyclo[2.2.1]hept-2-yloxy)benzyl)-2-methoxynicotinamide